C(C1=CC=CC=C1)C=1NC(=NN1)C(=O)N[C@@H]1CCC=2C(N(C1=O)C)=CN(N2)C (R)-5-benzyl-N-(2,4-dimethyl-5-oxo-2,4,5,6,7,8-hexahydropyrazolo[4,3-b]azepin-6-yl)-4H-1,2,4-triazole-3-carboxamide